2-[1-(2-nitrophenyl)-2-piperidyl]ethyl methanesulfonate CS(=O)(=O)OCCC1N(CCCC1)C1=C(C=CC=C1)[N+](=O)[O-]